N1C=C(C2=CC=CC=C12)C1N(CCC2=CC(=CC=C12)C1=NC=CC=C1)C(=O)N (1H-indol-3-yl)-6-(pyridin-2-yl)-3,4-dihydroisoquinoline-2(1H)-carboxamide